1-oxobutane-2-sulfonic acid O=CC(CC)S(=O)(=O)O